C(C)(=O)N(C1=CC=C(C=C1)C1=CC=C(C=N1)C(=O)OC)CCNC(=O)OC(C)(C)C methyl 6-[4-[acetyl-[2-(tert-butoxycarbonylamino)ethyl]amino]phenyl]pyridine-3-carboxylate